C(C)(C)(C)OC(=O)N(C(OC(C)(C)C)=O)C1=C(C(=C(C(=C1)[N+](=O)[O-])F)C)F tert-Butyl N-tert-butoxycarbonyl-N-(2,4-difluoro-3-methyl-5-nitrophenyl)carbamate